NC1=C2C(=NC=N1)N(N=C2C2=CC=C(C=C2)OC2=CC=CC=C2)C2CC(CCC2)N(C(=O)N2N=CN=C2)C N-(3-(4-amino-3-(4-phenoxyphenyl)-1H-pyrazolo[3,4-d]pyrimidin-1-yl)cyclohexyl)-N-methyl-1H-1,2,4-triazole-1-carboxamide